P.[N].[N] dinitrogen phosphane